FC=1C(=NC(=NC1)N[C@H]1[C@@H](CN(CC1)C(CO)=O)O)C=1C=C(C2=C(N(C(=N2)C)C(C)C)C1)F 1-[(3R,4R)-4-({5-fluoro-4-[4-fluoro-2-methyl-1-(propane-2-yl)-1H-benzimidazol-6-yl]pyrimidin-2-yl}amino)-3-hydroxypiperidin-1-yl]-2-hydroxyethan-1-one